BrC1=CC2=C(N=CN=C2N2C[C@H](CCC2)C(=O)O)S1 (S)-1-(6-bromothieno[2,3-d]pyrimidin-4-yl)piperidine-3-carboxylic acid